9-(4-fluorophenyl)carbazole-3-boronic acid FC1=CC=C(C=C1)N1C2=CC=CC=C2C=2C=C(C=CC12)B(O)O